4-epoxycyclohexylmethylamino acrylate C(C=C)(=O)ONCC1CC2C(CC1)O2